2-(2-((2-(2,6-dioxopiperidin-3-yl)-1,3-dioxoisoindolin-4-yl)amino)ethoxy)propionamide O=C1NC(CCC1N1C(C2=CC=CC(=C2C1=O)NCCOC(C(=O)N)C)=O)=O